N1,N2-bis((3-nitro-4-(((tetrahydro-2H-pyran-4-yl)methyl)amino)phenyl)sulfonyl)oxalamide [N+](=O)([O-])C=1C=C(C=CC1NCC1CCOCC1)S(=O)(=O)NC(C(=O)NS(=O)(=O)C1=CC(=C(C=C1)NCC1CCOCC1)[N+](=O)[O-])=O